C(C)(C)(C)OC(=O)N1CCN(CC1)C1=NC(=CC=C1C#N)CC.Cl.C(C)C1=CC=C(C(=N1)N1CCNCC1)C#N 6-Ethyl-2-piperazin-1-yl-pyridine-3-carbonitrile hydrochloride tert-Butyl-4-(3-cyano-6-ethyl-2-pyridyl)piperazine-1-carboxylate